formyl Tetrahydrofolate C(CC[C@@H](C(=O)O)NC(=O)C1=CC=C(NCC2CNC=3N=C(N)NC(=O)C3N2)C=C1)(=O)OC=O